N-[5-[(3,5-difluorophenyl)methyl]thiazol-2-yl]-3-methyl-tetrahydrofuran-3-carboxamide FC=1C=C(C=C(C1)F)CC1=CN=C(S1)NC(=O)C1(COCC1)C